FC1=C2C=CNC2=CC(=C1OC=1C=CC(=C(C1)C=1NC=C(N1)[C@H]1CCOC2=C(C=CC=C12)CC(=O)OCC)F)F Ethyl (S)-2-(4-(2-(5-((4,6-difluoro-1H-indol-5-yl)oxy)-2-fluorophenyl)-1H-imidazol-4-yl)chroman-8-yl)acetate